CC(=CCSSCC=C(C)C)C Bis(3-methyl-2-butenyl)disulfid